C(C1=CC=CC=C1)O[C@@](C(=O)NN)(CCCCC[C@H](C)O[Si](C1=CC=CC=C1)(C1=CC=CC=C1)C(C)(C)C)C(F)(F)F (2R,8S)-2-(benzyloxy)-8-((tert-butyldiphenylsilyl)oxy)-2-(trifluoromethyl)nonane-hydrazide